ClC1=CN(C2=CC=C(C=C12)CNCCC(=O)O)C1=NOC(=N1)C1=CC(=C(C=C1)OC(C)C)F 3-(((3-chloro-1-(5-(3-fluoro-4-isopropoxyphenyl)-1,2,4-oxadiazol-3-yl)indol-5-yl)methyl)amino)propionic acid